C(CCSC1=C(C=CC=C1)O)CCSC1=C(C=CC=C1)O methylenebis(ethylenethio)diphenol